FC=1C=C(CN2N=C3C(=C2)CN(C3)C(=O)OC(C)(C)C)C=CC1 tert-butyl 2-(3-Fluorobenzyl)-2,6-dihydropyrrolo[3,4-c]pyrazole-5(4H)-carboxylate